ClC=1C=C(CNCCC=2C=C(C(=O)OC)C=CC2OC)C=C(C1)C methyl 3-(2-((3-chloro-5-methylbenzyl)amino)ethyl)-4-methoxy-benzoate